Acryl-methyl-propanesulfonic acid C(=O)(C=C)C(CC)(S(=O)(=O)O)C